[Br-].C(C)C1=CC=C(C=C1)C#C 4-ethyl-phenylacetylene bromide